1-Butyl-3-(2,6-dimethyl-phenyl)-7-[3-hydroxymethyl-4-(4-methyl-piperazin-1-yl)-phenylamino]-3,4-dihydro-1H-pyrimido[4,5-d]pyrimidin-2-one C(CCC)N1C(N(CC=2C1=NC(=NC2)NC2=CC(=C(C=C2)N2CCN(CC2)C)CO)C2=C(C=CC=C2C)C)=O